1-(trifluoromethyl)-2,3-di(methyl)-propanesultone FC(C1C(C(OS1(=O)=O)C)C)(F)F